5-(benzothien-2-yl)-2-methyl-1,2,3,3a,4,6a-hexahydrocyclopenta[c]pyrrole hydrochloride Cl.S1C(=CC2=C1C=CC=C2)C=2CC1C(CN(C1)C)C2